C(C)(C)(C)OC(=O)N1C2CCCC1CNC2 7,9-diazabicyclo[3.3.1]nonane-9-carboxylic acid tert-butyl ester